NC=1C2=C(N=CN1)N(C(=C2C=2CCN(CC2)C(=O)OC(C)(C)C)C2=CC=C(C=C2)NC(C=C)=O)C tert-butyl 4-{4-amino-7-methyl-6-[4-(prop-2-enamido)phenyl]-7H-pyrrolo[2,3-d]pyrimidin-5-yl}-1,2,3,6-tetrahydropyridine-1-carboxylate